C1(=CC=CC=C1)C1=C(C2=CC3=CC=CC=C3C=C2C=C1)C1=C(SC=2C1=CC=C1C2C=CC2=CC=CC=C21)C2=CC=CC=C2 phenyl(Phenylnaphthobenzothiophenyl)anthracene